(R)-5-(3-((tert-butoxycarbonyl)(methyl)amino)-pyrrolidin-1-yl)pyrimidine-2-carboxylic acid C(C)(C)(C)OC(=O)N([C@H]1CN(CC1)C=1C=NC(=NC1)C(=O)O)C